ClCCN1C(=NC2=C(C1=O)C=NN2C2=CC=C(C=C2)C)C=2C=NC(=CC2)OC 5-(2-chloroethyl)-6-(6-methoxypyridin-3-yl)-1-(p-tolyl)-1,5-dihydro-4H-pyrazolo[3,4-d]pyrimidin-4-one